C(C)(C)N(P(OCC[Si](C)(C)C)OCC[Si](C)(C)C)C(C)C bis-(2-(trimethylsilyl) ethyl) diisopropylphosphoramidite